CO[C@H]1OCCC[C@]12[C@H](C=C(CC2)C)C |r| (±)-(1S*,6R*,7S*)-1-methoxy-7,9-dimethyl-2-oxaspiro[5.5]undec-8-ene